[Si](C)(C)(C(C)(C)C)OCC12CC(CC(CC1)(O2)CO[Si](C)(C)C(C)(C)C)=O 1,5-bis[[tert-butyl(dimethyl)silyl]oxymethyl]-8-oxabicyclo[3.2.1]octan-3-one